methyl 1-(4-(1-(2-(difluoromethyl)-6-methylphenyl)azetidin-3-yl)-2,6-dimethylbenzyl)piperidine-4-carboxylate FC(C1=C(C(=CC=C1)C)N1CC(C1)C1=CC(=C(CN2CCC(CC2)C(=O)OC)C(=C1)C)C)F